C(C)(C)(C)N(C(O)=O)CC1=CC(=NC=C1)OCCC(F)(F)F.NC1=CC(=C(N=N1)N1C(CCC1)=O)OC 1-(6-amino-4-methoxy-pyridazin-3-yl)pyrrolidin-2-one tert-butyl-((2-(3,3,3-trifluoropropoxy)pyridin-4-yl)methyl)carbamate